FC(F)(F)C1=CC=CC=2N1N=C(N2)N (trifluoromethyl)[1,2,4]triazolo[1,5-a]pyridin-2-amine